ClC1=CC=C(CN2C(=NC=3N(C(N(C(C23)=O)CCCO)=O)C)C#CC2CC2)C=C1 (4-chlorobenzyl)-8-(cyclopropylethynyl)-1-(3-hydroxypropyl)-3-methyl-3,7-dihydro-1H-purine-2,6-dione